7-(2-chloro-6-((1-(methoxycarbonyl)-1,2,3,4-tetrahydronaphthalen-1-yl)methyl)-5-nitropyrimidin-4-yl)-2,7-diazaspiro[4.4]nonane-2-carboxylic acid tert-butyl ester C(C)(C)(C)OC(=O)N1CC2(CC1)CN(CC2)C2=NC(=NC(=C2[N+](=O)[O-])CC2(CCCC1=CC=CC=C21)C(=O)OC)Cl